methyl 6-((2-(1-(4-chloro-3-fluorophenyl)-N,3,3-trimethyl-2,3-dihydro-1H-pyrrolo[3,2-b]pyridine-5-carboxamido)ethyl)(methyl)amino)-2,4-dimethylnicotinate ClC1=C(C=C(C=C1)N1CC(C2=NC(=CC=C21)C(=O)N(C)CCN(C2=NC(=C(C(=O)OC)C(=C2)C)C)C)(C)C)F